2,6-di-tert-butyl-4-i-butylphenol C(C)(C)(C)C1=C(C(=CC(=C1)CC(C)C)C(C)(C)C)O